FC1=C(C=C(C=C1)F)[C@H]1N(CC[C@H](C1)NC)C(=O)N1CC2(CCCC2)[C@@H](CC1)CN1C(C=C(C1)C1=CC=CC=C1)=O 1-(((R)-7-((2s,4R)-2-(2,5-difluorophenyl)-4-(methylamino)piperidine-1-carbonyl)-7-azaspiro[4.5]dec-10-yl)methyl)-4-phenyl-1,5-dihydro-2H-pyrrol-2-one